Cl.Cl.FC(C)(F)C1=NC(=NN1C)C=1C=CC(=NC1C)N[C@@H]1CNCC1 5-[5-(1,1-difluoroethyl)-1-methyl-1H-1,2,4-triazol-3-yl]-6-methyl-N-[(3S)-pyrrolidin-3-yl]pyridin-2-amine, dihydrochloride Salt